COC1=CC=C(C=C1)C(OC[C@@H]1C[C@H](CN1)O)(C1=CC=CC=C1)C1=CC=C(C=C1)OC (3r,5s)-5-((bis(4-methoxyphenyl)(phenyl)methoxy)methyl)pyrrolidin-3-ol